N1-(6-(4H-1,2,4-triazol-4-yl)-1H-indazol-4-yl)ethane-1,2-diamine N=1N=CN(C1)C1=CC(=C2C=NNC2=C1)NCCN